CN1CCN(CC1)C1=CC=C(C=N1)C=1C=C2C(=NC1)NC=C2C=2C=C1C(=NC=NC1=CC2)OC2CCN(CC2)C 6-(5-(6-(4-methylpiperazin-1-yl)pyridin-3-yl)-1H-pyrrolo[2,3-b]pyridin-3-yl)-4-((1-methylpiperidin-4-yl)oxy)quinazoline